NCCC[C@@H](C=1NC(=CN1)C1=CC=CC=C1)NC(C1=C(C=CC=C1)OC)=O (S)-N-(4-amino-1-(5-phenyl-1H-imidazol-2-yl)butyl)-2-methoxybenzamide